octanyl-caprolactam C(CCCCCCC)C1C(=O)NCCCC1